C(C)N(S(=O)(=O)NC=1C(=C(C(=O)C2=CNC3=NC=C(C=C32)B3OC(C(O3)(C)C)(C)C)C(=CC1)F)F)C 3-[3-[[ethyl-(methyl)sulfamoyl]amino]-2,6-difluoro-benzoyl]-5-(4,4,5,5-tetramethyl-1,3,2-dioxaborolan-2-yl)-1H-pyrrolo[2,3-b]pyridine